Cl.OC1=CNC=C1 (3R)-3-hydroxypyrrole hydrochloride